C1(CC1)C1=CC(=NN1)NC1=NC(=NC=C1)N(C1CCC(CC1)CC(=O)OC)C methyl 2-(4-((4-((5-cyclopropyl-1H-pyrazol-3-yl)amino)pyrimidin-2-yl)(methyl)amino)cyclohexyl)acetate